BrC1=CSC2=C1N=CN=C2NC2CCN(CC2)C(=O)OC(C)(C)C tert-butyl 4-((7-bromothieno[3,2-d]pyrimidin-4-yl)amino)piperidine-1-carboxylate